CN1CCC(CC1)CN (1-methyl-4-piperidyl)methanamine